tert-butyl-([[(2R)-1-(3,5-dibromophenoxy)prop-2-yl]oxy])dimethylsilane Methyl-[(2S,3S,4R)-2,3,4,5-tetrakis(benzyloxy)pentyl]-L-alaninate CN([C@@H](C)C(=O)O)C[C@@H]([C@@H]([C@@H](COCC1=CC=CC=C1)OCC1=CC=CC=C1)OCC1=CC=CC=C1)OCC1=CC=CC=C1.C(C)(C)(C)[Si](C)(C)O[C@@H](COC1=CC(=CC(=C1)Br)Br)C